N1=C(N)N=C(N)N=C1N.C(=O)(O)CCP(O)(=O)C1=CC=CC=C1 2-carboxyethyl-phenyl-phosphinic acid melamine salt